C(C)(C)(C)OC(=O)N1C[C@@H]([C@H](CC1)NC(C(OC1=CC=CC=C1)(F)F)=O)C (3S,4S)-4-(2,2-difluoro-2-phenoxyacetamido)-3-methylpiperidine-1-carboxylic acid tert-butyl ester